N-(3-cyano-4-fluorophenyl)-2,4-dimethyl-1-(methyl-d3)-1H-pyrrole-3-carboxamide C(#N)C=1C=C(C=CC1F)NC(=O)C1=C(N(C=C1C)C([2H])([2H])[2H])C